2-chloro-5-(4-cyclopropylphenyl)-3-nitropyridine ClC1=NC=C(C=C1[N+](=O)[O-])C1=CC=C(C=C1)C1CC1